N-((1R,3S)-3-(2-chloro-5-methyl-7-oxopyrido[2,3-d]pyrimidin-8(7H)-yl)cyclopentyl)cyclopropanecarboxamide ClC=1N=CC2=C(N1)N(C(C=C2C)=O)[C@@H]2C[C@@H](CC2)NC(=O)C2CC2